CC1=CC=C(C=C1)S(=O)(=O)NC(=O)C1=CC=CC2=CC=CC=C12 N-(4-toluenesulfonyl)-1-naphthamide